4,4'-dinitrostilbenedisulfonic acid [N+](=O)([O-])C1=C(C(=C(C=C1)C=CC1=CC=C(C=C1)[N+](=O)[O-])S(=O)(=O)O)S(=O)(=O)O